(2-(methylsulfonyl)-5-(trifluoromethyl)pyrimidin-4-yl)-1-(benzenesulfonyl)-1H-pyrrole CS(=O)(=O)C1=NC=C(C(=N1)C=1N(C=CC1)S(=O)(=O)C1=CC=CC=C1)C(F)(F)F